3,3'-dithiobis(N-(2-(3-methyl-3H-diazin-3-yl)ethyl)propanamide) CC1(NN=CC=C1)CCNC(CCSSCCC(=O)NCCC1(NN=CC=C1)C)=O